N-(6-chloro-8-(2,4-dimethoxybenzylamino)-2,7-naphthyridin-3-yl)-2-cyanocyclopropanecarboxamide ClC=1C=C2C=C(N=CC2=C(N1)NCC1=C(C=C(C=C1)OC)OC)NC(=O)C1C(C1)C#N